Cl.C(N)(O)=O.C(CCCCCCCCCCC)(=O)O Lauric acid carbamate hydrochloric acid salt